rel-1-fluoro-N-{4-oxo-5-[(2-phenyl-1,3-thiazol-4-yl)methyl]-3-(propan-2-yl)-3,4,5,6,7,8-hexahydroquinazolin-6-yl}cyclopropane-1-sulfonamide FC1(CC1)S(=O)(=O)NC1C(C=2C(N(C=NC2CC1)C(C)C)=O)CC=1N=C(SC1)C1=CC=CC=C1